O1CCC(CC1)OC1=NC=CC(=N1)C1=CN=C(S1)N 5-[2-(oxan-4-yloxy)pyrimidin-4-yl]-1,3-thiazol-2-amine